CC(C)(C)S(=O)N[C@H]1[C@@H]2CC[C@@H](C2)C12CCCCC2 2-methyl-N-((1S,3S,4R)-spiro[bicyclo[2.2.1]heptane-2,1'-cyclohexan]-3-yl)propane-2-sulfinamide